OC(CCCCCCCCCCCCCCCC(=O)O)CC=CCCC 17-Hydroxy-tricos-19-enoic acid